(R)-2-cyclopropyl-N-(((S)-8-ethyl-4-fluoro-8-hydroxy-9,12-dioxo-2,3,8,9,12,14-hexahydro-1H,11H-cyclopenta[f]pyrano[3',4':6,7]indolizino[1,2-b]quinolin-15-yl)methyl)-2-hydroxyacetamide C1(CC1)[C@H](C(=O)NCC1=C2C(=NC3=CC(=C4C(=C13)CCC4)F)C4=CC1=C(C(N4C2)=O)COC([C@]1(O)CC)=O)O